5-(((S)-1-(((R)-1-(1-(5-(difluoromethyl)pyrazin-2-yl)piperidin-4-yl)-2-oxopyrrolidin-3-yl)oxy)propan-2-yl)amino)-4-(trifluoromethyl)pyridazin-3(2H)-one FC(C=1N=CC(=NC1)N1CCC(CC1)N1C([C@@H](CC1)OC[C@H](C)NC1=C(C(NN=C1)=O)C(F)(F)F)=O)F